BrC1=C(C2=C(NS(CC2)(=O)=O)C=C1)F 6-bromo-5-fluoro-3,4-dihydro-1H-benzo[c][1,2]thiazine 2,2-dioxide